BrC1=NC(=C(C=2N=C(N=C(C21)O)SC)F)Cl 5-bromo-7-chloro-8-fluoro-2-(methylthio)pyrido[4,3-d]Pyrimidine-4-ol